monoperoxysulfuric acid potassium salt [K+].S([O-])(=O)(=O)O[O-].[K+]